ClC=1C=CC(=C(C1)C=CO)[N+](=O)[O-] 2-(5-chloro-2-nitrophenyl)-1-hydroxyethylene